FC=1C=C(C=CC1F)C1C(C1)NC=1C2=C(N=C(N1)S(=O)(=O)CCC)N(N=N2)C2C(C(C(C2)OCCO)O)O 3-[7-[[2-(3,4-Difluorophenyl)cyclopropyl]amino]-5-(propylsulphonyl)-3H-1,2,3-triazolo[4,5-d]pyrimidin-3-yl]-5-(2-hydroxyethoxy)-cyclopentane-1,2-diol